4-[2-(cyclopropylmethylamino)-5-ethyl-sulfonylphenyl]-2-methylisoquinolin-1-one C1(CC1)CNC1=C(C=C(C=C1)S(=O)(=O)CC)C1=CN(C(C2=CC=CC=C12)=O)C